[Zn+2].C1(=CC=CC=C1)C=1C2=CC=C(N2)C(=C2C=CC(C(=C3C=CC(=C(C=4C=CC1N4)C4=CC=CC=C4)N3)C3=CC=CC=C3)=N2)C2=CC=CC=C2 5,10,15,20-tetraphenyl-21H,23H-porphin zinc (II)